methyl (2R,3S,3aR,6aR)-2-(((triethylsilyl)oxy)methyl)-3-(2,2,2-trifluoroacetamido)hexahydrocyclopenta[b]pyrrole-1(2H)-carboxylate C(C)[Si](OC[C@H]1[C@H]([C@@H]2[C@H](N1C(=O)OC)CCC2)NC(C(F)(F)F)=O)(CC)CC